2-(5,5'-Difluoro-6'-methyl-[3,4'-bipyridyl]-2'-yl)-5-(pyridin-4-yl)-1,3,4-oxadiazole FC=1C=C(C=NC1)C1=CC(=NC(=C1F)C)C=1OC(=NN1)C1=CC=NC=C1